FC(C1=NN=CO1)F 5-(difluoromethyl)-1,3,4-oxadiazol